FC(C)(F)C1=NC(=CC(=N1)NC1=CC(=NC=C1C1=NC=C(C=N1)OC(F)F)NC(C)=O)CC N-(4-((2-(1,1-difluoroethyl)-6-ethylpyrimidin-4-yl)amino)-5-(5-(difluoromethoxy)pyrimidin-2-yl)pyridin-2-yl)acetamide